t-butylperoxy-isopropenylcumylperoxide C(C)(C)(C)OOC(C(C)(C1=CC=CC=C1)OOC(C(OOC(C)(C)C)C(=C)C)(C)C1=CC=CC=C1)C(=C)C